tert-butyl 3-[6-(5-chloropyrazolo[1,5-a]pyridin-3-yl)-4-fluoro-2-pyridyl]piperidine-1-carboxylate ClC1=CC=2N(C=C1)N=CC2C2=CC(=CC(=N2)C2CN(CCC2)C(=O)OC(C)(C)C)F